N(=[N+]=[N-])CC=1C=CC=C2C=CNC12 7-(azidomethyl)-1H-indole